tert-butyl 2-((3-(4-butoxy-3-fluorophenyl)-1,2,4-oxadiazol-5-yl)methyl)acrylate C(CCC)OC1=C(C=C(C=C1)C1=NOC(=N1)CC(C(=O)OC(C)(C)C)=C)F